F[C@H]1CN(C[C@@H](C1)NC1=NC=C(C=N1)C(F)(F)F)C1=NC=C2N1C=CN=C2N2[C@@H]1CN([C@H](C2)C1)C(C#CC)=O ((1S,4S)-5-(3-((3R,5R)-3-Fluoro-5-((5-(trifluoromethyl)pyrimidin-2-yl)amino)piperidin-1-yl)imidazo[1,5-a]pyrazin-8-yl)-2,5-diazabicyclo[2.2.1]heptan-2-yl)but-2-yn-1-one